2-((4-chlorobenzofuran-7-yl)methoxy)-6-(piperidin-4-yl)pyridine p-toluenesulfonate CC1=CC=C(C=C1)S(=O)(=O)O.ClC1=CC=C(C2=C1C=CO2)COC2=NC(=CC=C2)C2CCNCC2